ClC1=C(C=C(C=C1)N1CCN(CC1)C=1C=CC(=NC1)C(C)(C)O)C1=NC2=C(N1C)C=CC=C2 2-(5-(4-(4-chloro-3-(1-methyl-1H-benzo[d]imidazol-2-yl)phenyl)piperazin-1-yl)pyridin-2-yl)propan-2-ol